FC1=CC=C(C=C1)CCCNC 3-(4-fluorophenyl)-N-methylpropan-1-amine